ethyl 4-nitro-1,2,5-oxadiazole-3-carboxylate [N+](=O)([O-])C=1C(=NON1)C(=O)OCC